FC1=C(C(=C(C(=C1[B-](C1=C(C(=C(C(=C1F)F)F)F)F)(C1=C(C(=C(C(=C1F)F)F)F)F)C1=C(C(=C(C(=C1F)F)F)F)F)F)F)F)F.C(CCCCCCCCCCC)OC1=CC=C(C=C1)[I+]C1=CC=C(C=C1)OCCCCCCCCCCCC di(4-n-dodecyloxyphenyl)iodonium tetrakis(pentafluorophenyl)borate